C(CN)CNCCCN 3,3'-Diaminodipropylamine